amino-7-(ethylamino)-1-(o-tolyl)quinazolin-2-one NC1=NC(N(C2=CC(=CC=C12)NCC)C1=C(C=CC=C1)C)=O